C(CCCCCCC\C=C/CCCCCCCC)(=O)O.OCC(O)CO.OCC(O)CO diglycerine sesquioleate